BrC1=CC(=CC(=C1)Cl)CCC=C 1-bromo-3-(but-3-en-1-yl)-5-chlorobenzene